C1(CCCCCCC1)C(=O)OC methyl cyclooctanecarboxylate